tert-butyl (3S)-3-[(E)-3-ethoxy-3-oxo-prop-1-enyl]pyrrolidine-1-carboxylate C(C)OC(/C=C/[C@H]1CN(CC1)C(=O)OC(C)(C)C)=O